(E)-2-(Naphthalen-1-yloxymethyl)-oct-2-enedioic acid C1(=CC=CC2=CC=CC=C12)OC/C(/C(=O)O)=C\CCCCC(=O)O